6-[2-(1-ethyl-4-piperidinyl)-7-fluoro-indazol-5-yl]-2,8-dimethyl-imidazo[1,2-B]pyridazine C(C)N1CCC(CC1)N1N=C2C(=CC(=CC2=C1)C=1C=C(C=2N(N1)C=C(N2)C)C)F